3-(2H-benzotriazolyl)-5-(1,1-dimethylethyl)-4-hydroxyphenylpropionic acid octyl ester C(CCCCCCC)OC(C(C)C1=CC(=C(C(=C1)C(C)(C)C)O)N1N=C2C(=N1)C=CC=C2)=O